(9H-carbazole-3-carbonyl)glycine C1=CC(=CC=2C3=CC=CC=C3NC12)C(=O)NCC(=O)O